N-[3-({[2-({4-[(1S)-1-aminoethyl]phenyl}amino)-5-(trifluoromethyl)pyrimidin-4-yl]amino}methyl)pyridin-2-yl]-N-methylmethane-sulfonamide N[C@@H](C)C1=CC=C(C=C1)NC1=NC=C(C(=N1)NCC=1C(=NC=CC1)N(S(=O)(=O)C)C)C(F)(F)F